CC1OC2(C1)COCCN(C2)C(=O)OCC2=CC=CC=C2 Benzyl 2-methyl-1,6-dioxa-9-azaspiro[3.6]decane-9-carboxylate